ClC1=CC(=C(C=2N1C=CN2)C(=O)OC)Cl methyl 5,7-dichloroimidazo[1,2-a]pyridine-8-carboxylate